N-(6-bromobenzo[d]thiazol-2-yl)-3-chloropropionamide BrC1=CC2=C(N=C(S2)NC(CCCl)=O)C=C1